methyl 3-bromo-1-((3-((tert-butoxycarbonyl)amino)oxetan-3-yl)methyl)-4-iodo-1H-pyrrole-2-carboxylate BrC1=C(N(C=C1I)CC1(COC1)NC(=O)OC(C)(C)C)C(=O)OC